3,5,3',5'-Tetramethyl-biphenyl-4,4'-diol CC=1C=C(C=C(C1O)C)C1=CC(=C(C(=C1)C)O)C